(S)-5-((tert-butoxycarbonyl)amino)-2-((4-chloro-2-(4-(2-((dimethylamino)methyl)-1-methyl-1H-imidazol-5-yl)phenoxy)benzyl)amino)pentanoic acid C(C)(C)(C)OC(=O)NCCC[C@@H](C(=O)O)NCC1=C(C=C(C=C1)Cl)OC1=CC=C(C=C1)C1=CN=C(N1C)CN(C)C